(mesitylene-2,4,6-triyl)tri-p-cresol C1(=C(C(=C(C(=C1C1=CC(=CC=C1O)C)C)C1=CC(=CC=C1O)C)C)C1=CC(=CC=C1O)C)C